N1-cyclopropylmethyl-pseudouridine C1(CC1)CN1C=C([C@H]2[C@H](O)[C@H](O)[C@@H](CO)O2)C(NC1=O)=O